ClC=1C=NC(=NC1)CN1C(=NC=2C1=NC=C(C2)F)N2C[C@H]([C@@H](CC2)F)N (3r,4r)-1-(3-((5-chloropyrimidin-2-yl)methyl)-6-fluoro-3H-imidazo[4,5-b]pyridin-2-yl)-4-fluoropiperidin-3-amine